3-((1R,3R)-1-amino-3-methyl-8-azaspiro[4.5]decan-8-yl)6-((2,3-dichloropyridin-4-yl)thio)pyrazin-2(1H)-one N[C@@H]1C[C@@H](CC12CCN(CC2)C=2C(NC(=CN2)SC2=C(C(=NC=C2)Cl)Cl)=O)C